COC1=CC=C(C=C1)C=1C=CC=C2C=NC(=NC12)NC1=CC=C(C=C1)N1C(CNCC1)CC 8-(4-(methoxy)phenyl)-N-(4-(ethylpiperazin-1-yl)phenyl)quinazolin-2-amine